6-amino-3-morpholinoquinazolin-4(3H)-one NC=1C=C2C(N(C=NC2=CC1)N1CCOCC1)=O